BrC=1C=CC(=C(C#N)C1)CN1C(=NC=C1)C 5-bromo-2-((2-methyl-1H-imidazol-1-yl)methyl)benzonitrile